ClC(CCCCC)=O (2R,3R,4S,5R)-6-chloro-6-oxohexane